ClCC\C=C/CCC(OCC)OCC (3Z)-1-chloro-7,7-diethoxy-3-heptene